ethyl 2-(4-methoxy-9-methyl-7-oxo-1,7-dihydro-2H-furo[3,2-f]chromen-8-yl)acetate COC1=C2C(=C3C(=C(C(OC3=C1)=O)CC(=O)OCC)C)CCO2